7-Bromo-1-methyl-4-{4-methyl-4-[5-(prop-2-yl)-1,3-benzoxazol-2-yl]piperidin-1-yl}-2-oxo-1,2-dihydroquinoline-3-carbonitrile BrC1=CC=C2C(=C(C(N(C2=C1)C)=O)C#N)N1CCC(CC1)(C=1OC2=C(N1)C=C(C=C2)C(C)C)C